NC1=CC=C(C=C1)S(=O)(C)=NC(C)(C)C (4-aminophenyl)(tert-butylimino)(methyl)-λ6-sulfanone